CCCCC/C(=N/OS(=O)(=O)[O-])/S[C@H]1[C@@H]([C@H]([C@@H]([C@H](O1)CO)O)O)O The molecule is an alkylglucosinolate that is the conjugate base of pentylglucosinolic acid. It is a conjugate base of a pentylglucosinolic acid.